COC(=O)C1(CCC(CC1)C)COCC1=CC=CC=C1.C1(CC1)C=1C(=CC(=C(C(=O)NS(=O)(=O)C)C1)F)COCC1(CCN(CC1)C(C1=CC(=CC(=C1)F)F)=O)F 5-cyclopropyl-4-(((1-(3,5-difluorobenzoyl)-4-fluoropiperidin-4-yl)methoxy)methyl)-2-fluoro-N-(methylsulfonyl)benzamide Methyl-1-((Benzyloxy)Methyl)-4-Methylcyclohexane-1-Carboxylate